(cis)-4-(4-bromo-2-oxo-2,3-dihydro-1H-1,3-benzodiazol-1-yl)-N-(3-chloro-5-methoxyphenyl)cyclohexane-1-carboxamide tert-butyl-(S)-3-hydroxymethylpiperazine-1-carboxylate C(C)(C)(C)OC(=O)N1C[C@H](NCC1)CO.BrC1=CC=CC=2N(C(NC21)=O)[C@H]2CC[C@H](CC2)C(=O)NC2=CC(=CC(=C2)OC)Cl